The molecule is an amino disaccharide consisting of 2-acetamido-2-deoxy-beta-D-glucopyranose and beta-D-galactopyranose residues joined in sequence by a (1->6) glycosidic bond. It is an amino disaccharide and a member of acetamides. It derives from a N-acetyl-beta-D-glucosamine and a beta-D-galactose. CC(=O)N[C@@H]1[C@H]([C@@H]([C@H](O[C@H]1OC[C@@H]2[C@@H]([C@@H]([C@H]([C@@H](O2)O)O)O)O)CO)O)O